C(=C)OC(CCCCCCCCCCC)=O lauric acid vinyl ester